6-chloro-3-[(E)-3-(4-methoxyphenyl)prop-2-enoyl]-4-phenyl-1H-quinolin-2-one ClC=1C=C2C(=C(C(NC2=CC1)=O)C(\C=C\C1=CC=C(C=C1)OC)=O)C1=CC=CC=C1